N-{[4-(diethylamino)phenyl]methyl}-5-[4-(propane-2-sulfonyl)phenyl]-1H-pyrrolo[2,3-b]pyridine-3-carboxamide C(C)N(C1=CC=C(C=C1)CNC(=O)C1=CNC2=NC=C(C=C21)C2=CC=C(C=C2)S(=O)(=O)C(C)C)CC